(S)-3-(amino)-4-(2-naphthyl)butanoic acid N[C@H](CC(=O)O)CC1=CC2=CC=CC=C2C=C1